ONC(/C=C/C1=C(C=CC=C1)N1CC2(CCN(C2)C(=O)OC(C)(C)C)CC1)=O tert-butyl (E)-7-(2-(3-(hydroxyamino)-3-oxoprop-1-en-1-yl)phenyl)-2,7-diazaspiro[4.4]nonane-2-carboxylate